3-octyl-methyl-epoxyoctane C(CCCCCCC)C(C1C(O1)C)CCCCC